2-(4-morpholinyl)phenyl-butanone tert-butyl-4-((1-(4-((2,6-dioxopiperidin-3-yl)amino)-2-fluorophenyl)piperidin-4-yl)methyl)piperidine-1-carboxylate C(C)(C)(C)OC(=O)N1CCC(CC1)CC1CCN(CC1)C1=C(C=C(C=C1)NC1C(NC(CC1)=O)=O)F.N1(CCOCC1)C1=C(C=CC=C1)CC(CC)=O